FC(S(=O)(=O)OC1=CCC(C1)C1=CC=C(C=C1)OC(C)C)(F)F 4-(4-Isopropoxyphenyl)cyclopent-1-en-1-yl trifluoromethanesulfonate